thorium-uranium-iron [Fe].[U].[Th]